CC=1C(=NN2C1C=CC(=C2)N)C2=CC=CC=C2 3-methyl-2-phenylpyrazolo[1,5-a]pyridin-6-amine